BrC1=NC2=CC=CC(=C2C=C1)C 2-bromo-5-methyl-quinoline